NCCCCCCCCC(=O)OC(CCCCCCCC)CCCCCCCC 1-octylnonyl 9-aminononanoate